CC1CN(CC=C1C=1C=CC=2N=CN=C(C2N1)NC1=CC(=C(C=C1)OC1=CC=2N(C=C1)N=CN2)C)C(=O)[O-] 3-methyl-4-{4-[(3-methyl-4-{[1,2,4]triazolo[1,5-a]pyridin-7-yloxy} phenyl) amino] pyrido[3,2-d]pyrimidin-6-yl}-3,6-dihydro-2H-pyridine-1-carboxylate